ClC=1N=NC(=CC1CO)N1C[C@H](OCC1)CO [3-chloro-6-[(2S)-2-(hydroxymethyl)morpholin-4-yl]pyridazin-4-yl]methanol